CC1=CC=C(C=C1)S(=O)(=O)O.C(C=C)=O prop-2-en-1-one p-toluenesulfonate salt